N-(6-(2,6-difluoro-3-(3-methylphenylsulfonamido)phenyl)quinazolin-2-yl)pivaloamide FC1=C(C(=CC=C1NS(=O)(=O)C1=CC(=CC=C1)C)F)C=1C=C2C=NC(=NC2=CC1)NC(C(C)(C)C)=O